C1(=CC=CC=C1)[S+](C1=CC=C(C=C1)SC1=CC=CC=C1)C1=CC=CC=C1 diphenyl-(p-phenylsulfanylphenyl)sulfonium